N-[4-(4-Cyclopropyl-5-methyl-1,3-oxazol-2-yl)phenyl]-3-[(1,1-dioxo-1,4-thiazinan-4-yl)methyl]-4-fluorobenzamide C1(CC1)C=1N=C(OC1C)C1=CC=C(C=C1)NC(C1=CC(=C(C=C1)F)CN1CCS(CC1)(=O)=O)=O